methanesulfonyl-(2-dicyclohexylphosphino-3,6-dimethoxy-2',4',6'-tri-isopropyl-1,1'-biphenyl) CS(=O)(=O)C1=C(C(=C(C(=C1)OC)C1=C(C=C(C=C1C(C)C)C(C)C)C(C)C)P(C1CCCCC1)C1CCCCC1)OC